C(C1=CC=CC=C1)S(=O)(=O)N1C(CCC1)C(=CNS(=O)=O)C(NC1=C2CCCC2=CC=2CCCC12)=O 2-(1-(benzylsulfonyl)pyrrolidin-2-yl)-N-((1,2,3,5,6,7-hexahydro-S-indacen-4-yl)carbamoyl)vinylsulfonamide